(RS)-2-(2-fluoro-1-benzothiophen-6-yl)-6-methyl-3-(pyridin-4-yl)-4,5,6,7-tetrahydropyrazolo[1,5-a]pyrazine hydrogen chloride Cl.FC=1SC2=C(C1)C=CC(=C2)C2=NN1C(CN[C@@H](C1)C)=C2C2=CC=NC=C2 |r|